ethyl idonate O=C([C@@H](O)[C@H](O)[C@@H](O)[C@H](O)CO)OCC